2-benzyl-N-(8-fluoro-3-quinolinyl)-3-(1-methylcyclopropyl)propanamide C(C1=CC=CC=C1)C(C(=O)NC=1C=NC2=C(C=CC=C2C1)F)CC1(CC1)C